FC=1C(=NC(=NC1)NC1=NC=2CCN=CC2C=C1)C1=CC2=C(N(N=C2C=C1)C)C(C)C 2-((5-fluoro-4-(3-isopropyl-2-methyl-2H-indazol-5-yl)pyrimidin-2-yl)amino)-7,8-dihydro-1,6-naphthyridine